C(C)(C)(C)C1=CC=C(COC=2C=C(C=C3C(C(=CC=C3)OCC)CCC)C=CC2)C=C1 2-(3-((4-(tert-butyl)benzyl)oxy)benzylidene)-6-ethoxyphenylpropan